C(CCl)Cl 1,2-Ethylene dichloride